5-(1-((5-(3-ethylureido)isoxazol-3-yl)methyl)piperidin-4-yl)-6-fluoro-N-methylpicolinamide C(C)NC(NC1=CC(=NO1)CN1CCC(CC1)C=1C=CC(=NC1F)C(=O)NC)=O